C(C)(C)(C)OC(=O)N(CC(=O)N1CCN(CC1)C(=O)OC(C)(C)C)C1=CC=C(C=C1)C1C(NC(CC1)=O)=O Tert-butyl 4-(N-(tert-butoxycarbonyl)-N-(4-(2,6-dioxopiperidin-3-yl)phenyl)-glycyl)piperazine-1-carboxylate